4,4-difluorobut-3-en-1-yl 2-(5-cyclopropyl-3-(trifluoromethyl)-1H-pyrazol-1-yl)acetate C1(CC1)C1=CC(=NN1CC(=O)OCCC=C(F)F)C(F)(F)F